ClC1=C(C(=C(C=C1OC)OC)Cl)C1C2=C(C=3N=C(N=CC3O1)N[C@@H]1COCC[C@@H]1NC(C=C)=O)C=CC=N2 N-((3S,4S)-3-((6-(2,6-dichloro-3,5-dimethoxyphenyl)-6H-pyrido[3',2':4,5]pyrano[3,2-d]pyrimidin-2-yl)amino)tetrahydro-2H-pyran-4-yl)acrylamide